FC=1C=C2C(=NN(C2=C(C1)F)COCC[Si](C)(C)C)CCN(C)CC 2-(5,7-difluoro-1-((2-(trimethylsilyl)ethoxy)methyl)-1H-indazol-3-yl)-N-ethyl-N-methylethan-1-amine